3-amino-6-bromo-N-(2-(3-hydroxypropoxy)phenyl)pyrazine-2-carboxamide NC=1C(=NC(=CN1)Br)C(=O)NC1=C(C=CC=C1)OCCCO